6-methyl-2-(4-(4-nitrophenylsulfonimidoyl)piperazin-1-yl)pyrimidine-4-carbonitrile CC1=CC(=NC(=N1)N1CCN(CC1)S(=O)(=N)C1=CC=C(C=C1)[N+](=O)[O-])C#N